N-methyl-7-morpholino-thieno[3,2-d]Pyrimidin-4-amine CNC=1C2=C(N=CN1)C(=CS2)N2CCOCC2